C1(CC1)C=1C=C(C(=O)OC)C=C(C1)OC(F)(F)F methyl 3-cyclopropyl-5-(trifluoromethoxy)benzoate